COCC=1C=C(C=C(C1O)COC)C(C1=CC=C(C=C1)C(C1=CC(=C(C(=C1)COC)O)COC)C1=CC(=C(C(=C1)COC)O)COC)C1=CC(=C(C(=C1)COC)O)COC α,α,α',α'-Tetrakis(3,5-dimethoxymethyl-4-hydroxyphenyl)-p-xylene